C(C)(=O)O[C@@H]1[C@@H](O[C@@H]([C@H]([C@@H]1OC(C)=O)OC(C)=O)OC1=C(C=C(C=C1)COC(=O)OC1=CC=C(C=C1)[N+](=O)[O-])[N+](=O)[O-])COC(C)=O (2S,3R,4R,5S,6R)-2-(acetoxymethyl)-6-(2-nitro-4-((((4-nitrophenoxy)carbonyl)oxy)methyl)phenoxy)tetrahydro-2H-pyran-3,4,5-triyl triacetate